(E)-5-(5-(3-(4-(3-(tert-Butoxy)-3-oxopropyl)phenyl)-3-oxoprop-1-en-1-yl)furan-2-yl)-2-hydroxybenzoic acid C(C)(C)(C)OC(CCC1=CC=C(C=C1)C(/C=C/C1=CC=C(O1)C=1C=CC(=C(C(=O)O)C1)O)=O)=O